(R)-4-(2-(2,4-difluorophenoxy)-5-(ethylsulfonylamino)phenyl)-2-methyl-6-(pyrrolidin-3-yloxy)pyridine 1-oxide FC1=C(OC2=C(C=C(C=C2)NS(=O)(=O)CC)C2=CC(=[N+](C(=C2)O[C@H]2CNCC2)[O-])C)C=CC(=C1)F